CN(C)CCS(=O)(=O)C1=CC=C(C=C1)N1N=C(CC1)C1=CC=C(C=C1)Cl 1-(4-dimethylaminoethyl-sulfonyl-phenyl)-3-(4-chlorophenyl)-2-pyrazoline